2-({[2-(2-Methylbiphenyl-3-yl)imidazo[1,2-a]pyridin-6-yl]methyl}amino)ethanol CC1=C(C=CC=C1C=1N=C2N(C=C(C=C2)CNCCO)C1)C1=CC=CC=C1